C(C)(C)SC1=CC=C(C(=O)NC=2C=CC=C3C=CC(=NC23)C)C=C1 4-(isopropylsulfanyl)-N-(2-methylquinolin-8-yl)benzamide